(3S,5R)-4-acryloyl-5-(2-(6-aminopyrimidin-4-yl)-6-chloropyridin-4-yl)morpholine-3-carboxamide C(C=C)(=O)N1[C@@H](COC[C@H]1C1=CC(=NC(=C1)Cl)C1=NC=NC(=C1)N)C(=O)N